BrC=1C=C2C(=NC1Cl)N=C(O2)N2CCOCC2 Bromo-5-chloro-2-morpholinooxazolo[4,5-b]pyridine